ONC(=N)C1=C(N=NC(=C1C)C)SC1=CC(=CC=C1)OC N-hydroxy-3-[(3-methoxyphenyl)sulfanyl]-5,6-dimethylpyridazine-4-carboximidamide